4-mercapto-1-octanol SC(CCCO)CCCC